lysin-HCL Cl.N[C@@H](CCCCN)C(=O)O